7-(4-fluorophenyl)-4-(3-(4-(methylamino)piperidin-1-yl)propoxy)-2H-chromen-2-one FC1=CC=C(C=C1)C1=CC=C2C(=CC(OC2=C1)=O)OCCCN1CCC(CC1)NC